3-(3,4-dimethoxyphenyl)-4H-1,2,4-oxadiazol-5-one COC=1C=C(C=CC1OC)C1=NOC(N1)=O